isopropyl (R)-3-(2-(6-((5-acrylamido-4-((2-(dimethylamino)ethyl)(methyl)amino)-2-methoxyphenyl)amino)pyrimidin-4-yl)isoxazolidin-3-yl)benzoate C(C=C)(=O)NC=1C(=CC(=C(C1)NC1=CC(=NC=N1)N1OCC[C@@H]1C=1C=C(C(=O)OC(C)C)C=CC1)OC)N(C)CCN(C)C